4-((6-amino-2-chloro-9H-purin-9-yl)methyl)benzonitrile NC1=C2N=CN(C2=NC(=N1)Cl)CC1=CC=C(C#N)C=C1